2-(6-{5-chloro-2-[(oxan-4-yl)amino]pyrimidin-4-yl}-1-oxo-2,3-dihydro-1H-isoindol-2-yl)-N-[(1R)-1-(3-hydroxyphenyl)ethyl]acetamide ClC=1C(=NC(=NC1)NC1CCOCC1)C1=CC=C2CN(C(C2=C1)=O)CC(=O)N[C@H](C)C1=CC(=CC=C1)O